2-(2-amino-6-((2,6-dichloro-3-methylphenyl)amino)-9H-purin-9-yl)-N-(1-ethyl-3-methyl-1H-pyrazol-5-yl)acetamide NC1=NC(=C2N=CN(C2=N1)CC(=O)NC1=CC(=NN1CC)C)NC1=C(C(=CC=C1Cl)C)Cl